(7R,8aS)-octahydropyrrolo[1,2-a]pyrazin-7-ol C1[C@H]2N(CCN1)C[C@@H](C2)O